2-((R)-6-fluoro-6,7-dihydro-5H-pyrrolo[1,2-c]Imidazole-1-Yl)-N-(thiazol-2-yl)acetamide F[C@@H]1CC=2N(C=NC2CC(=O)NC=2SC=CN2)C1